3,4-Ethylenedioxythiophene-2,5-dicarboxylic acid C1OC2=C(SC(=C2OC1)C(=O)O)C(=O)O